Ethyl (Z)-5-(3,4-dichlorophenoxy)-2-[1-(tributylstannyl)ethylidene]pentanoate ClC=1C=C(OCCC/C(/C(=O)OCC)=C(\C)/[Sn](CCCC)(CCCC)CCCC)C=CC1Cl